toluenediethanol C(C1=CC=CC=C1)(CCO)CCO